CN(C)CC1(C(C1)CC)COC=1N=C(C2=C(N1)C(=C(N=C2)C2=CC(=CC1=CC=C(C(=C21)CC)F)O)F)N2C[C@@](CCC2)(O)C (3R)-1-(2-((1-((dimethylamino)methyl)-2-ethylcyclopropyl)methoxy)-7-(8-ethyl-7-fluoro-3-hydroxynaphthalen-1-yl)-8-fluoropyrido[4,3-d]pyrimidin-4-yl)-3-methylpiperidin-3-ol